2-({5-chloro-7-oxo-7,8-dihydro-6H-spiro[[1,3]oxazolo[5,4-f]quinazoline-9,1'-cyclohexane]-2-ylmethyl}amino)-N,N-dimethylacetamide ClC=1C=C2C(=C3C1NC(NC31CCCCC1)=O)OC(=N2)CNCC(=O)N(C)C